4-methyl-N-[4-(4-methylpiperazin-1-ylmethyl)-3-(trifluoromethyl)phenyl]benzamide CC1=CC=C(C(=O)NC2=CC(=C(C=C2)CN2CCN(CC2)C)C(F)(F)F)C=C1